2-(6-((6-fluoroquinolin-4-yl)amino)-3-azabicyclo[3.1.0]hexane-3-yl)-N-(3-methoxyphenyl)propanamide FC=1C=C2C(=CC=NC2=CC1)NC1C2CN(CC12)C(C(=O)NC1=CC(=CC=C1)OC)C